C(C)OC(=O)C=1N=C(N(C(C1OC)=O)C)C(C(C=1C=NN(C1)CC(C)(C)O)C1=C(C=CC=C1)C#N)C 2-[1-(2-cyanophenyl)-1-[1-(2-hydroxy-2-methylpropyl)pyrazol-4-yl]propan-2-yl]-5-methoxy-1-methyl-6-oxopyrimidine-4-carboxylic acid ethyl ester